N-((1S,2R)-2-aminocyclohexyl)-4-(5-methyl-7H-pyrrolo[2,3-d]pyrimidin-4-yl)-3,4-dihydro-2H-1,4-thiazine-6-carboxamide hydrochloride Cl.N[C@H]1[C@H](CCCC1)NC(=O)C1=CN(CCS1)C=1C2=C(N=CN1)NC=C2C